OCCN(C(=O)C1=NC(=CC(=C1)C1=C(C=CC(=C1)NC(=O)N1C[C@@H](CC1)CC(F)(F)F)C)N1CCOCC1)C N-(2-hydroxyethyl)-N-methyl-4-[2-methyl-5-[(3S)-3-(2,2,2-trifluoroethyl)pyrrolidine-1-carbonylamino]phenyl]-6-(morpholin-4-yl)pyridine-2-carboxamide